NC1=NC=C(C=C1CCC[C@@H](C(=O)O)NC(=O)OC(C)(C)C)CCCC(=O)N1CCN(CC1)C=1C(=CC2=C(C(C=3NC4=CC(=CC=C4C3C2=O)C#N)(C)C)C1)CC (2S)-5-{2-amino-5-[4-(4-{3-cyano-9-ethyl-6,6-dimethyl-11-oxo-5H,6H,11H-benzo[b]carbazole-8-yl}piperazin-1-yl)-4-oxobutyl]pyridin-3-yl}-2-{[(tert-butoxy)carbonyl]amino}pentanoic acid